methyl-5-(5-(trifluoromethyl)pyridin-2-yl)-1H-pyrrole-2-carboxylic acid sodium salt [Na+].CN1C(=CC=C1C1=NC=C(C=C1)C(F)(F)F)C(=O)[O-]